(E)-imino(pyridin-2-yl)(2-(trifluoromethyl)styryl)-lambda6-sulfanone N=S(=O)(\C=C\C1=C(C=CC=C1)C(F)(F)F)C1=NC=CC=C1